2-cyano-1-cyclopentylethylene C(#N)C=CC1CCCC1